N-(2-((7-(2,6-dichloro-3,5-dimethoxyphenyl)-5-((3-(dimethylamino)propyl)amino)-2,6-naphthyridin-3-yl)amino)-3-methylphenyl)acrylamide ClC1=C(C(=C(C=C1OC)OC)Cl)C1=NC(=C2C=C(N=CC2=C1)NC1=C(C=CC=C1C)NC(C=C)=O)NCCCN(C)C